NC(=C(C(=O)OC)OC1=CC=C(C=C1)OC)C1=CC=CC=C1 methyl 3-amino-2-(4-methoxyphenoxy)-3-phenylacrylate